C(CCC)C(C=O)=CC1=CC=CC=C1 α-Butylcinnamaldehyde